(3R)-3-(4-chlorophenyl)-2-[(1S)-1-(5-chloropyridin-2-yl)prop-2-en-1-yl]-4-fluoro-3-[(1-hydroxycyclopropyl)methoxy]-6-(2-hydroxyprop-2-yl)-2,3-dihydro-1H-isoindol-1-one ClC1=CC=C(C=C1)[C@@]1(N(C(C2=CC(=CC(=C12)F)C(C)(C)O)=O)[C@@H](C=C)C1=NC=C(C=C1)Cl)OCC1(CC1)O